Ethyl 5-methyl-6,8-dioxo-5-azaspiro[3.5]nonane-7-carboxylate CN1C2(CCC2)CC(C(C1=O)C(=O)OCC)=O